N(C1=CC=CC=C1)CCNC1=CC=CC=C1 1,2-Dianilinoethan